phenyl-1,3-dioxan-5-ol C1(=CC=CC=C1)C1OCC(CO1)O